1-(2-hydroxy-4-nitro-3-phenoxyphenyl)ethan-1-one OC1=C(C=CC(=C1OC1=CC=CC=C1)[N+](=O)[O-])C(C)=O